3-bromo-2-chloro-fluorobenzene BrC=1C(=C(C=CC1)F)Cl